ClC=1C=C(C=CC1F)[C@H](NC(=O)[C@H]1NC(NC1)=O)[C@H]1C=2C=CC=C(C2C1)Cl (S)-N-((R)-(3-chloro-4-fluoro-phenyl)((R)-2-chlorobicyclo[4.2.0]-octa-1(6),2,4-trien-7-yl)methyl)-2-oxoimidazolidine-4-carboxamide